[Tb+3].C1(=CC=CC=C1)N1NC(=C(C1=O)C(C(C)(C)C)=O)C (1-phenyl-3-methyl-4-(2,2-dimethyl-propan-1-oyl)pyrazolin-5-one) terbium (iii)